octyldodecyl aminolaurate esylate S(=O)(=O)(O)CC.NC(C(=O)OC(CCCCCCCCCCC)CCCCCCCC)CCCCCCCCCC